BrC1=CC=C(N(C2=CC=C(C=C2)OC)C2=CC=C(C=C2)OC)C=C1 4-bromo-N,N-di(4-methoxyphenyl)aniline